1,4-Dioxaspiro[4.4]nonane-7,8-diyl-dimethanol O1CCOC12CC(C(C2)CO)CO